C(C)N[C@H](C)C1=NC=C(C=C1F)C(F)(F)F (R)-N-ethyl-1-(3-fluoro-5-(trifluoromethyl)pyridin-2-yl)ethan-1-amine